N-{5-[1-(4-Fluorobenzenesulfonyl)piperidin-4-yl]-1,3-thiazol-2-yl}acetamide FC1=CC=C(C=C1)S(=O)(=O)N1CCC(CC1)C1=CN=C(S1)NC(C)=O